5-(8-methyl-3,8-diazabicyclo[3.2.1]octan-3-yl)benzamide CN1C2CN(CC1CC2)C=2C=CC=C(C(=O)N)C2